3-phenyl-quinolinone C1(=CC=CC=C1)C=1C(NC2=CC=CC=C2C1)=O